molybdocene diiodide [I-].[I-].[CH-]1C=CC=C1.[CH-]1C=CC=C1.[Mo+2]